N1=CC=C(C=C1)C=1C(=NN2C1CN(CC2)C(C=C)=O)C2=CC=C(C=C2)SC(F)(F)F 1-(3-(pyridin-4-yl)-2-(4-((trifluoromethyl)thio)phenyl)-6,7-dihydropyrazolo[1,5-a]pyrazin-5(4H)-yl)prop-2-en-1-one